N,N-dimethyl-3-(3-methyl-1H-indol-2-yl)-4-(pyrrolidin-1-yl)benzenesulfonamide CN(S(=O)(=O)C1=CC(=C(C=C1)N1CCCC1)C=1NC2=CC=CC=C2C1C)C